4,4'-di-(hydroxyl)quaterphenyl OC1=CC=C(C=C1)C=1C(=CC(=CC1)O)C=1C(=CC=CC1)C1=CC=CC=C1